2-(2-benzo[d]thiazolylamino)acetamide S1C(=NC2=C1C=CC=C2)NCC(=O)N